5,6-dihydrofuro[2,3-d]pyrimidin-4-amine N1=CN=C(C2=C1OCC2)N